NC=1C2=C(N=CN1)N(C1=C2N=C(C=C1)Br)CC(=O)N1[C@@H]2C[C@@H]2C[C@H]1C(=O)NC1=NC(=CC=C1)Br (1R,3S,5R)-2-(2-(4-amino-6-bromo-9H-pyrido[2',3':4,5]pyrrolo[2,3-d]pyrimidin-9-yl)acetyl)-N-(6-bromopyridin-2-yl)-2-azabicyclo[3.1.0]hexane-3-carboxamide